C(C)O[C@@H]1C[C@@]2(CC[C@H](C1)N2CC2=C1C=CNC1=C(C=C2OC)C)C2=CC=C(C(=O)OC1[C@@H]([C@H]([C@@H]([C@H](O1)C(=O)OCC=C)O)O)O)C=C2 Allyl (2S,3S,4S,5R)-6-((4-((1S,3S,5R)-3-ethoxy-8-((5-methoxy-7-methyl-1H-indol-4-yl)methyl)-8-azabicyclo[3.2.1]octan-1-yl)benzoyl)oxy)-3,4,5-trihydroxytetrahydro-2H-pyran-2-carboxylate